lithium diethylenetriamine pentamethylene phosphonate P1(OCCCCCO1)=O.NCCNCCN.[Li]